ClC1=C(C=CC=C1)C1=CC(=C(C=C1)C(=O)OC)NC(=O)OC1=CC=C(C=C1)[N+](=O)[O-] methyl 2'-chloro-3-(((4-nitrophenoxy)carbonyl)amino)-[1,1'-biphenyl]-4-carboxylate